OCCN(C1=CC(=NC=C1)C(=O)NC=1C=CC=C2C=CC=NC12)C 4-((2-hydroxyethyl)(methyl)amino)-N-(quinolin-8-yl)picolinamide